benzyl-bis(2-hydroxyethyl)methylammonium C(C1=CC=CC=C1)[N+](C)(CCO)CCO